8-(6-chloro-4-vinylpyridin-3-yl)-1,4-dioxa-8-azaspiro[4.5]decane ClC1=CC(=C(C=N1)N1CCC2(OCCO2)CC1)C=C